CN1C(=NC(=C1)S(=O)(=O)N1CCC2(C[C@H]([C@H]2O)[C@@H]2N3C(C4=CC=CC=C24)=CN=C3)CC1)C (1R,2S)-7-((1,2-dimethyl-1H-imidazol-4-yl)sulfonyl)-2-((S)-5H-imidazo[5,1-a]isoindol-5-yl)-7-azaspiro[3.5]nonan-1-ol